CC1NC(CC(C1)N(C(OC(C)(C)C)=O)C)C tert-butyl (2,6-dimethylpiperidine-4-yl)(methyl)carbamate